F[B-](F)(F)F.F[B-](F)(F)F.C1(=CC=CC=C1)P(CCCP(C1=CC=CC=C1)C1=CC=CC=C1)C1=CC=CC=C1 1,3-bis(diphenylphosphino)propane bis(tetrafluoroborate)